O=C1NC(CCC1N1C(C2=CC(=C(C=C2C1=O)F)N1C2CN(CC1CC2)CC2=C(CC(CC2)(C)C)C2=CC=C(C=C2)F)=O)=O 2-(2,6-dioxopiperidin-3-yl)-5-fluoro-6-(3-((4'-fluoro-5,5-dimethyl-3,4,5,6-tetrahydro-[1,1'-biphenyl]-2-yl)methyl)-3,8-diazabicyclo[3.2.1]octan-8-yl)isoindoline-1,3-dione